FC(C(C#C)C)(F)F 1,1,1-trifluoro-2-methyl-but-3-yn